7-ethyl-2-(methylthio)-9-(tetrahydro-2H-pyran-4-yl)-7,9-dihydro-8H-purine C(C)N1CN(C2=NC(=NC=C12)SC)C1CCOCC1